C(C)N1[C@H]2CCC3=C([C@@H]2C=2C=C(C(=CC2C1)O)C)C=C(C(=C3)F)O (6aS,12bR)-(-)-N-ethyl-2-methyl-10-fluoro-3,11-dihydroxy-5,6,6a,7,8,12b-hexahydrobenzo[a]phenanthridine